BrC1=CC(=C2C=CC=NC2=C1)CC1(NC=CC=C1C=1N=NN(C1)C=1C=CC=C2C=CC(OC12)=O)C(=O)N 2-((7-Bromo-quinolin-5-yl)methyl)-3-(1-(2-oxo-2H-chromen-8-yl)-1H-1,2,3-Triazol-4-yl)pyridineamide